BrC1=CC=C(C=C1)COC1=C(C2=CC=CC=C2C=C1)C1=C(C=CC2=CC=CC=C12)OCC1=CC=C(C=C1)Br 2,2'-Bis[(4-bromophenyl)methoxy]-1,1'-binaphthalene